tert-Butyl 3-(3,4-diamino-2-fluorophenyl)propanoate NC=1C(=C(C=CC1N)CCC(=O)OC(C)(C)C)F